C(C)(C)(C)OC(=O)N1CCC(=CC1)C1=CC=C(C=C1)N 4-(4-Aminophenyl)-3,6-dihydropyridine-1(2H)-carboxylic acid tert-butyl ester